METHACRYLOXYPROPYLMETHYLDIETHOXYSILANE C(C(=C)C)(=O)OCCC[Si](OCC)(OCC)C